C(C1=CC=CC=C1)N1C(=NC=C1)C 1-benzyl-2-(methyl)imidazole